C1(CC1)OC=1C=CC(=NC1)NC(=O)C=1C(=CC(=C(C1)NC(=O)C1=CN=C(S1)NC(=O)[C@@H]1COCC1)C)F N-[5-[(5-cyclopropyloxypyridin-2-yl)carbamoyl]-4-fluoro-2-methylphenyl]-2-[[(3S)-oxolane-3-carbonyl]amino]-1,3-thiazole-5-carboxamide